P(OC1=C(C=CC=C1)C1=CC=CC=C1)(OC1=C(C=CC=C1)C1=CC=CC=C1)OC1=C(C=CC=C1)C1=CC=CC=C1 tri(2-phenylphenyl) phosphite